C1(CCCC1)N1C(=CC2=C1N=C(N=C2)NC2=CC=C(C=N2)N2CCN(CC2)C(=O)[O-])C(N(C)C)=O 4-[6-[[7-cyclopentyl-6-(di-methylcarbamoyl)pyrrolo[2,3-d]pyrimidin-2-yl]amino]-3-pyridyl]piperazine-1-carboxylate